CC=1N=C2C(=C3CC(OCC13)(C)C)CN(C2)C=O (5,8,8-trimethyl-3,6,8,9-tetrahydro-1H-7-oxa-2,4-diaza-cyclopenta[a]naphthalen-2-yl)-methanone